FC=1C=C2C(CC3(NC2=C(C1)F)CCN(CC3)C(=O)NCC3=CC(=CC=C3)C3=CN=CO3)=O 6',8'-difluoro-N-(3-(oxazol-5-yl)benzyl)-4'-oxo-3',4'-dihydro-1'H-spiro[piperidine-4,2'-quinoline]-1-carboxamide